NC1=CC=CC(=N1)S(=O)(=O)NC(=O)C=1C(=NC(=CC1)C1=CC(=CC(=C1)OCC(C)C)F)C1=CC(CC1(C)C)(C)C N-[(6-Amino-2-pyridyl)sulfonyl]-6-(3-fluoro-5-isobutoxyphenyl)-2-(3,3,5,5-tetramethylcyclopenten-1-yl)pyridin-3-carboxamid